C1(CC1)OCC1=NN(C(=C1)C(=O)NC1=NNC(=C1)[C@@H]1C[C@@H](CO1)N(C([O-])=O)C(C)(C)C)C (3S,5S)-5-(3-(3-(Cyclopropoxymethyl)-1-methyl-1H-pyrazole-5-carboxamido)-1H-pyrazol-5-yl)tetrahydrofuran-3-yl-tert-butylcarbamate